C(=O)(O)C=1C=C(C=CC1O)NC(=O)C1=CC(=C(C(=O)O)C=C1O)O 4-(3-Carboxy-4-hydroxyphenylaminocarbonyl)-2,5-dihydroxybenzoic acid